C1(=CC=CC=C1)C=CC=CC=CC1=CC=CC=C1 1,6-diphenylhex-1,3,5-triene